FC(C(C(C(C(C(C(C(F)(F)F)(F)F)(F)F)(F)F)(F)F)(F)F)(F)F)(S(=O)(=O)N)F perfluorooctane-sulfonamide